C(C=C)(=O)N1[C@@H](C[C@H](CC1)N1N=NC=2C(=NC=3C(=C(C(=CC3C21)C)C2=C(C(=CC=C2)C)Cl)F)N2CC(C2)(C)N(C)C)CC#N 2-((2S,4s)-1-acryloyl-4-(7-(2-chloro-3-methylphenyl)-4-(3-(dimethylamino)-3-methylazetidin-1-yl)-6-fluoro-8-methyl-1H-[1,2,3]triazolo[4,5-c]quinolin-1-yl)piperidin-2-yl)acetonitrile